N2-acetyl-N5-(tert-butoxycarbonyl)-L-ornithyl-L-valyl-N5-carbamoyl-N-[4-({[(4-nitrophenoxy)carbonyl]oxy}methyl)phenyl]-L-ornithinamide C(C)(=O)N[C@@H](CCCNC(=O)OC(C)(C)C)C(=O)N[C@@H](C(C)C)C(=O)N[C@@H](CCCNC(N)=O)C(=O)NC1=CC=C(C=C1)COC(=O)OC1=CC=C(C=C1)[N+](=O)[O-]